6-(3-methoxycyclobutylamino)purine mesylate S(C)(=O)(=O)O.COC1CC(C1)NC1=C2NC=NC2=NC=N1